4-cyclopropyl-3-(trifluoromethyl)benzoic acid C1(CC1)C1=C(C=C(C(=O)O)C=C1)C(F)(F)F